5,6-dihydrobenzofuranone O1C(CC=2C1=CCCC2)=O